COC1=C(C=CC=C1)C1=C(C=2C=NC(=CC2N1C)NC(=O)C1CC1)C N-(2-(2-methoxyphenyl)-1,3-dimethyl-1H-pyrrolo[3,2-c]pyridin-6-yl)cyclopropane-1-carboxamide